benzyl (2S,4R)-4-fluoro-4-methylpyrrolidine-2-carboxylate hydrochloride Cl.F[C@@]1(C[C@H](NC1)C(=O)OCC1=CC=CC=C1)C